C(C)OC(=O)C=1N(C=C(C1C)C1(CC1)C=1C=NC(=CC1)C(F)F)S(=O)(=O)C1=CC=C(C=C1)C 4-(1-(6-(difluoromethyl)pyridin-3-yl)cyclopropyl)-3-methyl-1-(4-methylbenzene-1-sulfonyl)-1H-pyrrole-2-carboxylic acid ethyl ester